COC=1C(=CC(=NC1)NC=1N=NC=C(C1)NC)OCCCN1CCCC1 N3-(5-methoxy-4-(3-(pyrrolidin-1-yl)propoxy)pyridin-2-yl)-N5-methylpyridazine-3,5-diamine